FC1=CC=C(C=C1)C1N(C2=CC=CC=C2NC1)C(=O)NC1CCN(CC1)C (4-Fluorophenyl)-N-(1-methylpiperidin-4-yl)-3,4-dihydroquinoxaline-1(2H)-carboxamide